FC(N1N=NC2=C1C=CC(=C2)O)F 1-(difluoromethyl)-1H-benzo[d][1,2,3]triazol-5-ol